(3S)-N-[3-[2-(3-hydroxycyclobutoxy)-6-(morpholin-4-yl)pyridin-4-yl]-4-methylphenyl]-3-(2,2,2-trifluoroethyl)pyrrolidine-1-carboxamide OC1CC(C1)OC1=NC(=CC(=C1)C=1C=C(C=CC1C)NC(=O)N1C[C@@H](CC1)CC(F)(F)F)N1CCOCC1